NCC1=CC=C(C=C1)C1=CC(=C(C=C1)OC)S(=O)(=O)N1CCC2(C[C@@H](CO2)NC[C@@H](COC=2C=C(C=CC2)S(=O)(=O)NC)O)CC1 3-((S)-3-((S)-8-(4'-(aminomethyl)-4-methoxybiphenyl-3-ylsulfonyl)-1-oxa-8-azaspiro[4.5]decan-3-ylamino)-2-hydroxypropoxy)-N-methylbenzenesulfonamide